sulfur vanadium aluminum [Al].[V].[S]